1-(2-((2-chloro-6,7-dihydro-8H-pyrimido[5,4-b][1,4]oxazin-8-yl)methyl)-6-cyclopropyl-imidazo[1,2-a]pyridin-8-yl)-3-methylimidazolidine-2,4-dione ClC=1N=CC=2OCCN(C2N1)CC=1N=C2N(C=C(C=C2N2C(N(C(C2)=O)C)=O)C2CC2)C1